The molecule is an aromatic amino-acid anion that is the conjugate base of phenylalanine, arising from deprotonation of the carboxy group. It is an alpha-amino-acid anion and an aromatic amino-acid anion. It is a conjugate base of a phenylalanine. C1=CC=C(C=C1)CC(C(=O)[O-])N